Cl.NCCNC(=O)C1=CC2=C(NC3=CC(=CC=C23)F)C(=N1)C1=CC=C(C=C1)OC N-(2-aminoethyl)-7-fluoro-1-(4-methoxyphenyl)-9H-pyrido[3,4-b]indole-3-carboxamide hydrochloride